chlorosulphonate ClS(=O)(=O)[O-]